2-(1-(2-methoxyethyl)-1H-imidazol-2-yl)thieno[2,3-d]pyrimidin-4-ol COCCN1C(=NC=C1)C=1N=C(C2=C(N1)SC=C2)O